methyl (S)-2-((tert-butoxycarbonyl)amino)-3-(4-cyano-2,6-dimethylphenyl)propanoate C(C)(C)(C)OC(=O)N[C@H](C(=O)OC)CC1=C(C=C(C=C1C)C#N)C